4-bromo-2-(2,6-dimethylphenyl)thieno[3,2-c]pyridine BrC1=NC=CC2=C1C=C(S2)C2=C(C=CC=C2C)C